1-(2-fluoro-3,5-dimethylphenyl)-N-methylmethanamine FC1=C(C=C(C=C1C)C)CNC